N1C=C(C2=CC=CC=C12)C=NNC1=C2N=CN(C2=NC(=N1)N1CCOCC1)C1=CC=CC=C1 4-(6-(2-((1H-indol-3-yl)methylene)hydrazinyl)-9-phenyl-9H-purin-2-yl)morpholine